N-[(1S)-2-[2-chloro-5-(1-isopropyl-6-oxo-3-pyridyl)phenyl]-1-[[4-(3,5-dimethylimidazol-4-yl)phenyl]carbamoyl]propyl]-1-fluoro-cyclopropanecarboxamide ClC1=C(C=C(C=C1)C1=CN(C(C=C1)=O)C(C)C)C([C@@H](C(NC1=CC=C(C=C1)C=1N(C=NC1C)C)=O)NC(=O)C1(CC1)F)C